[Ir+3].BrC1=NC=C(C=C1OCOC)Cl 2-bromo-5-chloro-3-(methoxymethoxy)pyridine iridium(III)